8-((2-amino-3-chloropyridin-4-yl)thio)-5-((1S)-1-((tert-butylsulfinyl)amino)-1,3-dihydrospiro[indene-2,4'-piperidine]-1'-yl)imidazo[1,2-c]Pyrimidine-7-carboxylic acid methyl ester COC(=O)C1=C(C=2N(C(=N1)N1CCC3(CC1)[C@@H](C1=CC=CC=C1C3)NS(=O)C(C)(C)C)C=CN2)SC2=C(C(=NC=C2)N)Cl